2,5-dimethyl-4-oxo-piperidine-1-carboxylic acid tert-butyl ester C(C)(C)(C)OC(=O)N1C(CC(C(C1)C)=O)C